3-(5-(4-((methyl(phenethyl)amino)methyl)pyridin-2-yl)-1-oxoisoindolin-2-yl)piperidine-2,6-dione CN(CCC1=CC=CC=C1)CC1=CC(=NC=C1)C=1C=C2CN(C(C2=CC1)=O)C1C(NC(CC1)=O)=O